C(C)(C)(C)OC(=O)N1CC(C=CC1)Cl 3-chloro-3,6-dihydropyridine-1(2H)-carboxylic acid tert-butyl ester